3-(1,2,3,4-tetrahydroquinoline-1-carbonyl)-N-(3-(trifluoromethyl)phenyl)benzenesulfonamide N1(CCCC2=CC=CC=C12)C(=O)C=1C=C(C=CC1)S(=O)(=O)NC1=CC(=CC=C1)C(F)(F)F